5-[(2-{4-[5-chloro-2-(4,5-dihydro-1,2-oxazol-3-yl)phenyl]-5-methoxy-2-oxopyridin-1(2H)-yl}-3-[(2S)-tetrahydro-2H-pyran-2-yl]propionyl)amino]-N-methylpyridine-2-carboxamide ClC=1C=CC(=C(C1)C1=CC(N(C=C1OC)C(C(=O)NC=1C=CC(=NC1)C(=O)NC)C[C@H]1OCCCC1)=O)C1=NOCC1